N(=[N+]=[N-])[C@@H](CC(=O)OC)CC=1C=C2C=CC=NC2=CC1 Methyl (3R)-3-azido-4-(6-quinolyl)-butanoate